1,2,3,4-tetrahydro-naphthalen-2-ol C1C(CCC2=CC=CC=C12)O